C[C@H]1CN(CCC1)C1CCN(CC1)C1=NN=C(S1)C(=O)O 5-[(3R)-3-methyl[1,4'-bipiperidin]-1'-yl]-1,3,4-thiadiazole-2-carboxylic acid